N[C@H](C(=O)OC(C)C)C (S)-Isopropyl 2-aminopropanoate